C(=O)[C@H]1CN(CCN1CC1CCOCC1)C(=O)OC(C)(C)C tert-butyl (R)-3-formyl-4-((tetrahydro-2H-pyran-4-yl)methyl)piperazine-1-carboxylate